ClC1=CC=C(C=C1)C1=C(CCC(C1)(C)C)CN1CCN(CC1)C1=CC=C(C=C1)S(=O)(=O)NC(CC1=C(C=CC=C1)F)=O N-([4-[4-[[2-(4-chlorophenyl)-4,4-dimethylcyclohexen-1-yl]methyl]piperazin-1-yl]phenyl]sulfonyl)-2-(2-fluorophenyl)acetamide